O=C1C(CCC1)CC1=CC=C(C=C1)C(C(=O)O)C 2-[4-[(2-Oxocyclopentyl)methyl]phenyl]propionic acid